FC1=CC=C(C=C1)C1=CC(=NC2=CC=C(C=C12)CCCCCCCC)N(CC(=O)O)CCC 2-{[4-(4-fluorophenyl)-6-octylquinolin-2-yl](propyl)amino}acetic acid